C(C)(C)(C)OC(=O)[C@@H]1CCCC=2N1C(N(N2)CC2=CC(=C(C=C2)F)F)=O tert-Butyl-(5S,R)-2-(3,4-difluorobenzyl)-3-oxo-2,3,5,6,7,8-hexahydro[1,2,4]triazolo[4,3-a]pyridine-5-carboxylate